6-(4-(4,4-difluorocyclohexyl)piperazine-1-yl)-2-((5-(5-(difluoromethyl)-1,3,4-oxadiazole-2-yl)pyridine-2-yl)methyl)-4,4-dimethylisoquinoline-1,3(2H,4H)-dione FC1(CCC(CC1)N1CCN(CC1)C=1C=C2C(C(N(C(C2=CC1)=O)CC1=NC=C(C=C1)C=1OC(=NN1)C(F)F)=O)(C)C)F